C1C2=C(C=CC1=O)OC3=CC=CC=C3C2 Xanthen-7-one